FC1=C(OC2=NC=CC=C2C(=O)N)C=CC(=C1)CC(NC=1SC(=NN1)C1=CC=NC=C1)=O 2-(2-fluoro-4-(2-oxo-2-((5-(pyridin-4-yl)-1,3,4-thiadiazol-2-yl)amino)ethyl)phenoxy)pyridine-3-carboxamide